N(=C=S)CCCCCCC1=CC=C(C=N1)N1C(N(C(C1(C)C)=O)C1=CC(=C(C#N)C=C1)C(F)(F)F)=S 4-(3-(6-(6-Isothiocyanatohexyl)pyridin-3-yl)-4,4-dimethyl-5-oxo-2-thioxoimidazolidin-1-yl)-2-(trifluoromethyl)benzonitrile